C(C1=CC=CC=C1)NC1=C(C(F)(F)F)C=CC=C1N 2-benzylamino-3-aminotrifluorotoluene